C(C)(C)(C)OC(=O)N1C=C(C=2C1=NC=C(N2)C2=CC(=CC(=C2)N2[C@@H](CCC2)C)C2(COC2)OC(C)=O)C=2C=NN(C2)C2CCN(CC2)C (R)-2-(3-(3-acetoxyoxetan-3-yl)-5-(2-methylpyrrolidin-1-yl)phenyl)-7-(1-(1-methylpiperidin-4-yl)-1H-pyrazol-4-yl)-5H-pyrrolo[2,3-b]pyrazine-5-carboxylic acid tert-butyl ester